BrC1=CC2=C(N=C(S2)NCC2CCN(CC2)C(=O)OC(C)(C)C)C=C1 tert-butyl 4-(((6-Bromobenzo[d]thiazol-2-yl)amino)methyl)piperidine-1-carboxylate